benzyl-5-(2-nitrophenyl)-2-(4-(trifluoromethyl)phenyl)oxazole-4-carboxamide C(C1=CC=CC=C1)NC(=O)C=1N=C(OC1C1=C(C=CC=C1)[N+](=O)[O-])C1=CC=C(C=C1)C(F)(F)F